ClC=1C=C(C=NC1N1N=CC=N1)NC(=O)[C@@H]1C[C@@](C2=C1C=NC=1N2N=C(C1)F)(C=1C=NN(C1)C(F)(F)F)C (6R,8R)-N-(5-chloro-6-(2H-1,2,3-triazol-2-yl)pyridin-3-yl)-2-fluoro-8-methyl-8-(1-(trifluoromethyl)-1H-pyrazol-4-yl)-7,8-dihydro-6H-cyclopenta[e]pyrazolo[1,5-a]pyrimidine-6-carboxamide